Benzyltrifluoroborate C(C1=CC=CC=C1)[B-](F)(F)F